[N+](=O)(O)[O-].N(C(=N)N)C(=O)N guanidinocarboxamide nitrate